ClCC(CC1(N([C@@H](CC1)COC)C(=O)OC(C)(C)C)C(=O)OC)=C 1-(tert-Butyl) 2-methyl (5S)-2-(2-(chloromethyl)allyl)-5-(methoxymethyl)pyrrolidine-1,2-dicarboxylate